1-(5-amino-2-fluoro-3'-(morpholinomethyl)-[1,1'-biphenyl]-4-yl)-N,N-dimethylpyrrolidin-3-amine NC=1C(=CC(=C(C1)C1=CC(=CC=C1)CN1CCOCC1)F)N1CC(CC1)N(C)C